C(C1=CC=CC=C1)OC1CNCC1 3-(benzyloxy)pyrrolidine